4-fluoro-N-{phenyl[5-(propan-2-yl)pyridin-2-yl]methyl}-1-{2-[5-(trifluoromethyl)-2H-1,2,3,4-tetrazol-2-yl]acetyl}pyrrolidine-2-carboxamide FC1CC(N(C1)C(CN1N=C(N=N1)C(F)(F)F)=O)C(=O)NC(C1=NC=C(C=C1)C(C)C)C1=CC=CC=C1